5-ethoxy-5'-methyl-3H-spiro[furo[2,3-c]pyridin-2,3'-pyrrolidine] C(C)OC=1C=C2C(=CN1)OC1(CNC(C1)C)C2